C[C@@]1(CNCC1)NC(=O)OC(C)(C)C 2-methylpropan-2-yl {[(3R)-3-methyltetrahydro-1H-pyrrol-3-yl]amino}methanoate